N-(2-(2-chloropyrimidin-4-yl)phenyl)-2-fluoro-4-nitroaniline ClC1=NC=CC(=N1)C1=C(C=CC=C1)NC1=C(C=C(C=C1)[N+](=O)[O-])F